C(=O)C=1C=C(C=CC1C(=O)OC)N1[C@@H](CN(CC1)C(=O)OC(C)(C)C)C tert-butyl (3R)-4-[3-formyl-4-(methoxycarbonyl)phenyl]-3-methylpiperazine-1-carboxylate